O1C=C(C=C2C1=CC=C2)B(O)O 4-benzofurane-3-boronic acid